FC1=CC=C(C=C1)C1=CC2=C(N=CN=C2NCC=2N=NC(=CC2)C)N=C1 6-(4-fluorophenyl)-N-((6-methylpyridazin-3-yl)methyl)pyrido[2,3-d]pyrimidin-4-amine